FC=1C=C(C=CC1OC)C=1C=C(C2=C(NC=N2)C1)OC1=CC(=C(C(=C1)OC)OC)OC 6-(3-fluoro-4-methoxyphenyl)-4-[(3,4,5-trimethoxyphenyl)oxy]-1H-benzo[d]imidazole